5-bromo-1-[(cis)-3-hydroxy-3-methylcyclobutyl]-7-(trifluoromethyl)-2,3-dihydro-1H-1,3-benzodiazol-2-one BrC1=CC2=C(N(C(N2)=O)C2CC(C2)(C)O)C(=C1)C(F)(F)F